C(C)(=O)C=1C=C2C(N(C(C2=CC1)(C1=CC=C(C=C1)Cl)OCC1(CC1)CO[Si](C)(C)C(C)(C)C)CC1=C(C(=O)O)C=C(C=C1)Cl)=O 2-((5-Acetyl-1-((1-(((tertbutyldimethylsilyl)oxy)methyl)cyclopropyl)methoxy)-1-(4-chlorophenyl)-3-oxoisoindolin-2-yl)methyl)-5-chlorobenzoic acid